BrC1=CC=C(C=C1)/C=C/C(=O)C=1C(=CC2=C(C=CC(O2)(C)C)C1O)OC (E)-3-(4-bromophenyl)-1-(5-hydroxy-7-methoxy-2,2-dimethyl-2H-benzopyran-6-yl)prop-2-en-1-one